niobium oxide tin zinc [Zn+2].[Sn+4].[O-2].[Nb+5]